C(C)(C)OC(=O)C=1C(=NC=NC1)C1=CN(C2=CC=CC=C12)CC 4-(1-ethyl-1H-indol-3-yl)pyrimidine-5-carboxylic acid isopropyl ester